C(C)(C)(C)OC(=O)N1CC(C[C@H](C1)N1C(C(CC1)C)=O)(F)F (5R)-3,3-difluoro-5-(3-methyl-2-oxopyrrolidin-1-yl)piperidine-1-carboxylic acid tert-butyl ester